2-(3-(7-(2',3',4',5'-tetrahydro-[1,1'-biphenyl]-4-yl)-1H-benzo[d]imidazol-2-yl)phenyl)acetic acid C1(=CC=C(C=C1)C1=CC=CC2=C1NC(=N2)C=2C=C(C=CC2)CC(=O)O)C=2CCCCC2